1-(1H-benzo[d]imidazol-5-yl)-5-(2-fluoro-4-propoxyphenyl)imidazolidin-2-one N1C=NC2=C1C=CC(=C2)N2C(NCC2C2=C(C=C(C=C2)OCCC)F)=O